tert-butyl (R)-3-((5-(4-(2-(dimethylamino)ethyl)-1,8-naphthyridin-2-yl)pentyl)oxy)pyrrolidine-1-carboxylate CN(CCC1=CC(=NC2=NC=CC=C12)CCCCCO[C@H]1CN(CC1)C(=O)OC(C)(C)C)C